ClC1=C(C=CC=C1)CC(=O)NC=1C=C(C2=CN(N=C2C1)CC1CCC1)S(N)(=O)=O 2-(2-chlorophenyl)-N-(2-(cyclobutylmethyl)-4-sulfamoyl-2H-indazol-6-yl)acetamide